N-(5-(1-ethoxyvinyl)-1-(phenylsulfonyl)-1H-indol-3-yl)cyclobutanecarboxamide bis(2-hydroxyethyl)-m-xylenedicarbamate OCCOC(NC=1C(=CC=C(C1C)NC(=O)OCCO)C)=O.C(C)OC(=C)C=1C=C2C(=CN(C2=CC1)S(=O)(=O)C1=CC=CC=C1)NC(=O)C1CCC1